R or S-thiazoline S1C=NCC1